(2S,6R)-7-fluoro-9-(trifluoromethyl)-3,4,5,6-tetrahydro-2H-2,6-methanobenzo[b][1,5]oxazocine hydrochloride Cl.FC1=CC(=CC=2O[C@H]3CCN[C@@H](C21)C3)C(F)(F)F